C(C)[Si](C)(C)C ethyl-trimethyl-silicon